OC=1C(C(=CN2C[C@@H]3N(C(C21)=O)[C@H]2C[C@H]([C@@H]3C2)C)C(=O)NCC2=C(C=C(C=C2F)F)F)=O (1S,2R,4S,12aR)-7-hydroxy-2-methyl-6,8-dioxo-N-(2,4,6-trifluorobenzyl)-1,2,3,4,6,8,12,12a-octahydro-1,4-methanodipyrido[1,2-a:1',2'-d]pyrazine-9-carboxamide